3-bromo-2-(trifluoromethyl)imidazo[1,2-a]pyridine BrC1=C(N=C2N1C=CC=C2)C(F)(F)F